C=C(C(=O)OCCC1=NN=NN1)CC(=O)OC1CCCCC1 (2-(1H-tetrazol-5-yl)ethyl) 4-cyclohexyl 2-methylenesuccinate